(3-((tert-butyldimethylsilyl)oxy)-6-chloro-2-methylphenyl)-2-((4-(3-(dimethylamino)propoxy)-3-methylphenyl)amino)-4-methoxypyrimidine-5-carboxamide [Si](C)(C)(C(C)(C)C)OC=1C(=C(C(=CC1)Cl)C1=C(C(=NC(=N1)NC1=CC(=C(C=C1)OCCCN(C)C)C)OC)C(=O)N)C